8-(4-(3-(6-(4-isopropyl-4H-1,2,4-triazol-3-yl)pyridin-2-yl)-2-oxoimidazolidin-1-yl)phenyl)-N-methyl-8-aza-bicyclo[3.2.1]octane-3-carboxamide C(C)(C)N1C(=NN=C1)C1=CC=CC(=N1)N1C(N(CC1)C1=CC=C(C=C1)N1C2CC(CC1CC2)C(=O)NC)=O